C(C)(C)C1(C(NC(C1)=O)=O)C1=NC=C(C(=O)O)C=C1 6-(3-isopropyl-2,5-dioxopyrrolidin-3-yl)nicotinic acid